6-(7-Methoxy-1-methyl-β-carbolin-9-yl)-hex-1-ene COC1=CC=C2C=3C=CN=C(C3N(C2=C1)CCCCC=C)C